FC=1C=C2C(=CNC2=CC1)C=1C=C(SC1)C(CCCC(=O)O)=O 5-(4-(5-fluoro-1H-indol-3-yl)thiophen-2-yl)-5-oxopentanoic acid